N1(CCOCC1)C1=NC=CC=C1 2-morpholin-4-ylpyridin